C1(=CC=CC=C1)[C@H]1[C@@H](C1)NCC=1SC=CC1Br N-[(trans)-2-phenylcyclopropyl]-N-(3-bromo-thiophen-2-ylmethyl)-amine